OC(CN1C[C@H](N(CC1)C(=O)OC(C)(C)C)C)(C)C (R)-tert-butyl 4-(2-hydroxy-2-methylpropyl)-2-methylpiperazine-1-carboxylate